NCCOCCOCCOCCOC[C@H]1O[C@H]([C@@H]([C@@H]2[C@H]1OC(O2)(C)C)CC(=O)N)OC ((3aR,4R,6R,7R,7aR)-4-(13-amino-2,5,8,11-tetraoxatridecyl)-6-methoxy-2,2-dimethyltetrahydro-4H-[1,3]dioxolo[4,5-c]pyran-7-yl)acetamide